(R)-N-(2-methyl-4-((tetrahydro-2H-pyran-4-yl)amino)phenyl)-5-(piperidin-3-ylamino)pyrazolo[1,5-a]pyrimidine-3-carboxamide CC1=C(C=CC(=C1)NC1CCOCC1)NC(=O)C=1C=NN2C1N=C(C=C2)N[C@H]2CNCCC2